N-(3-Cyano-4-fluorophenyl)-4-hydroxy-2,3,4,5,8,9-hexahydropyrido[4',3':3,4]-pyrazolo[5,1-b][1,3]thiazepine-10(11H)-carboxamide 1-oxide C(#N)C=1C=C(C=CC1F)NC(=O)N1CC=2C(=NN3C2S(CCC(C3)O)=O)CC1